C(C)OC(=O)C=1N=C(SC1N1CCCCC1)NC (methylamino)-5-(piperidin-1-yl)-1,3-thiazole-4-carboxylic acid ethyl ester